ClC=1C=C(C=CC1Cl)C(COC=1C=CC(=NC1)N1C([C@@H]2[C@H]3[C@H]4[C@@H]([C@@H]([C@@H]2C1=O)C=C3)C4)=O)=O (3aR,4R,4aR,5aS,6S,6aS)-2-(5-(2-(3,4-Dichlorophenyl)-2-oxoethoxy)pyridin-2-yl)-4,4a,5,5a,6,6a-hexahydro-4,6-ethenocyclopropa[f]isoindole-1,3(2H,3aH)-dione